dimethyl-dimethylol-hydantoin CN1C(N(C(C1=O)(CO)CO)C)=O